C(C=CCCCCCCCCCC)#N TRIDECENENITRILE